C[C@H]1CC[C@@H](N(C1)C(C(=O)NC1=NC=CC=C1C(=O)N)=O)C=1C=CC2=C(C[C@@H](O2)C)C1 [[2-[(2R,5S)-5-methyl-2-[(2S)-2-methyl-2,3-dihydrobenzofuran-5-yl]-1-piperidyl]-2-oxo-acetyl]amino]pyridine-3-carboxamide